(S)-N-(3-(5-(6-aminohex-1-yn-1-yl)furan-2-yl)prop-2-yn-1-yl)-2-(4-(4-chlorophenyl)-2,3,9-trimethyl-6H-thieno[3,2-f][1,2,4]triazolo[4,3-a][1,4]diazepin-6-yl)acetamide NCCCCC#CC1=CC=C(O1)C#CCNC(C[C@H]1C=2N(C3=C(C(=N1)C1=CC=C(C=C1)Cl)C(=C(S3)C)C)C(=NN2)C)=O